2,4,6-trichloropyrimidin-5-carbamate ClC1=NC(=C(C(=N1)Cl)NC(=O)[O-])Cl